trimellityl trichloride C(C=1C(C(=O)Cl)=CC(C(=O)Cl)=CC1)(=O)Cl